2-oxoindoline-5-carbaldehyde O=C1NC2=CC=C(C=C2C1)C=O